3-(trimethylsilyl)methacrylic acid C[Si](C=C(C(=O)O)C)(C)C